P(=O)(OCN1N=C(C(=C1C)C1=CC=C(C=C1)NC([C@H](C(C1CC1)C1CC1)NC(=O)C=1N(N=CC1)C(C)C)=O)C)([O-])[O-].[Na+].[Na+] Disodium [4-[4-[[(2S)-3,3-dicyclopropyl-2-[(2-isopropylpyrazole-3-carbonyl)amino]propanoyl]amino]phenyl]-3,5-dimethyl-pyrazol-1-yl]methyl phosphate